3-(2-bromo-1,3-thiazol-5-yl)-3-[4-(7H-pyrrolo[2,3-d]pyrimidin-4-yl)-1H-pyrazol-1-yl]propanenitrile BrC=1SC(=CN1)C(CC#N)N1N=CC(=C1)C=1C2=C(N=CN1)NC=C2